FC1=CC=C(C=N1)C1=CC=C2N=CC=3N(C(N4[C@H](COC1=C2C34)C)=O)C (S)-7-(6-fluoropyridin-3-yl)-2,10-dimethyl-9,10-dihydro-8-oxa-2,4,10a-triazanaphtho[2,1,8-cde]azulene-1(2H)-one